ClC1=CC=C(CC=2NC(C3=C(N2)CNC3)=O)C=C1 2-(4-chlorobenzyl)-3,5,6,7-tetrahydro-4H-pyrrolo[3,4-d]pyrimidin-4-one